N1C=NC2=C1C=C(C=C2)C(=O)N 1H-1,3-benzodiazol-6-carboxamide